N=1N=C(NC1)C=1C=C(C=CC1)N1N=CC=2C1=NC=C(C2)C(=O)N2CCC(CC2)(F)F (1-(3-(4H-1,2,4-triazol-3-yl)phenyl)-1H-pyrazolo[3,4-b]pyridin-5-yl)(4,4-difluoropiperidin-1-yl)methanone